FC=1C(=CC=C2C(=NC(=NC12)OCC12CCCN2CCC1)N1C[C@H]2CC[C@@H](C1)N2CCNC(OC(C)(C)C)=O)C2=CC(=CC1=CC=CC=C21)O tert-butyl (2-((1R,5S)-3-(8-fluoro-7-(3-hydroxynaphthalen-1-yl)-2-((tetrahydro-1H-pyrrolizin-7a(5H)-yl)methoxy)quinazolin-4-yl)-3,8-diazabicyclo[3.2.1]octan-8-yl)ethyl)carbamate